[2H]C(C(F)F)(OC=1C(=NC(=NC1OC)N)OC)[2H] 5-(1,1-dideutero-2,2-difluoro-ethoxy)-4,6-dimethoxy-pyrimidin-2-amine